2-(2-(1-(2-chloro-4-(trifluoromethyl)phenyl)pyrrolidin-3-yl)phenyl)acetic acid ClC1=C(C=CC(=C1)C(F)(F)F)N1CC(CC1)C1=C(C=CC=C1)CC(=O)O